2,6-dimethoxy-N-(4-methoxybenzo[d]isoxazol-3-yl)benzenesulfonamide COC1=C(C(=CC=C1)OC)S(=O)(=O)NC1=NOC2=C1C(=CC=C2)OC